2-(2-iodo-7-isopropyl-4-oxo-pyrazolo[1,5-d][1,2,4]triazin-5-yl)-N-pyrimidin-4-yl-acetamide IC1=NN2C(=NN(C(C2=C1)=O)CC(=O)NC1=NC=NC=C1)C(C)C